P(=O)(OCC#C)(OCCCCC)OCCCCC propargyl dipentyl phosphate